2-[2-chloro-5-cyano-3-(oxaloamino)anilino]-2-oxoacetic acid ClC1=C(NC(C(=O)O)=O)C=C(C=C1NC(=O)C(=O)O)C#N